2-(2-cyclopropyl-4-fluoro-6-isopropylphenyl)acetic acid C1(CC1)C1=C(C(=CC(=C1)F)C(C)C)CC(=O)O